methyl-[4-(3-chloro-5-fluoro-2-pyridyloxy) phenoxy] propionate C(CC)(=O)OOC1=C(C=C(C=C1)OC1=NC=C(C=C1Cl)F)C